ClC=1N=CC2=C(N1)N(C(=C2)C2CC2)C2=CC=CC(=N2)N=S(=O)(C)C ((6-(2-Chloro-6-cyclopropyl-7H-pyrrolo[2,3-d]pyrimidin-7-yl)pyridin-2-yl)imino)dimethyl-λ6-sulfanone